dimethylbis(sec-butylamino)silane C[Si](NC(C)CC)(NC(C)CC)C